9,10-bis(2-hydroxyethoxy)anthracene OCCOC=1C2=CC=CC=C2C(=C2C=CC=CC12)OCCO